methyl (1S,3S,5S)-5-methyl-2-((4-(naphthalen-1-yloxy) butanoyl) glycyl)-2-azabicyclo[3.1.0]hexane-3-carboxylate C[C@@]12C[C@H](N([C@H]2C1)C(CNC(CCCOC1=CC=CC2=CC=CC=C12)=O)=O)C(=O)OC